2'-O,4'-C-methylene-5-methylcytidine C1O[C@H]2[C@@H](O[C@@]1([C@H]2O)CO)N2C(=O)N=C(N)C(=C2)C